lithium iron sodium manganese phosphate P(=O)([O-])([O-])[O-].[Mn+2].[Na+].[Fe+2].[Li+].P(=O)([O-])([O-])[O-]